CO[Si](CC[Si](OC)(OC)OC)(OC)OC 1,2-bistrimethoxysilylethane